C(C)OC(=O)C1=C(C2=C(S1)C(=CC=C2Br)F)C2=NC1=C(N2)C=CC(=C1)C(N)=O 4-bromo-3-(5-carbamoyl-1H-benzo[d]imidazol-2-yl)-7-fluoro-benzo[b]thiophene-2-carboxylic acid ethyl ester